N-(5-(4-(6-aminopyridazin-3-yl)but-3-yn-1-yl)-1,3,4-thiadiazol-2-yl)-2-(pyridin-2-yl)acetamide NC1=CC=C(N=N1)C#CCCC1=NN=C(S1)NC(CC1=NC=CC=C1)=O